OCCN(CCC(=O)NC=1C=C(C=NC1)C1=CC(=NC2=C1OCCN2C(=O)OC(C)(C)C)C2=C(C=CC(=C2)Cl)F)CCO tert-butyl 8-(5-{3-[bis(2-hydroxyethyl)amino]propanamido}pyridin-3-yl)-6-(5-chloro-2-fluorophenyl)-2H,3H,4H-pyrido[3,2-b][1,4]oxazine-4-carboxylate